ClCC=1OC=C(N1)CC 2-(Chloromethyl)-4-ethyl-oxazole